1-N-ethylaniline C(C)NC1=CC=CC=C1